ClC1=CC2=C(S1)[C@]1(C[C@H](NCC1)C=1N=NN(C1)C)OCC2(O)C(F)F (2'S,7S)-2-chloro-4-(difluoromethyl)-2'-(1-methyltriazol-4-yl)spiro[5H-thieno[2,3-c]pyran-7,4'-piperidine]-4-ol